NCCOCCOCCOCCNCC=1C=CC(=NC1C1CC1)C(=O)NC1=CC(=CC=C1)[C@@H](CC1=NN=CN1C)C (R)-5-(13-amino-5,8,11-trioxa-2-azatridecyl)-6-cyclopropyl-N-(3-(1-(4-methyl-4H-1,2,4-triazol-3-yl)propan-2-yl)phenyl)pyridinecarboxamide